C1OCCOC1 2,5-Dioxane